2-(1-(N'-(10,11-dihydro-5H-dibenzo[a,d][7]annulene-5-yl)-N-((2,2,4,6,7-pentamethyl-2,3-dihydrobenzofuran-5-yl)sulfonyl)carbamimidoyl)piperidine-4-yl)acetic acid C1=CC=CC=2C(C3=C(CCC21)C=CC=C3)N=C(NS(=O)(=O)C=3C(=C(C2=C(CC(O2)(C)C)C3C)C)C)N3CCC(CC3)CC(=O)O